C(C)OC=1C=C2C=C(NC2=CC1)C1=C(C(OC1CCCCC)=C=O)C(=O)NOC 4-(5-ethoxy-1H-indol-2-yl)-N-methoxy-2-carbonyl-5-pentyl-2,5-dihydrofuran-3-carboxamide